Tert-butyl 1-((methylthio) methyl)-3-trityl-3,8-diazabicyclo[3.2.1]octane-8-carboxylate CSCC12CN(CC(CC1)N2C(=O)OC(C)(C)C)C(C2=CC=CC=C2)(C2=CC=CC=C2)C2=CC=CC=C2